ClC=1C(=CC=C2N=CC(=NC12)C=1C=NNC1C)OC=1C=CC2=C(N(C(=N2)C)COCC[Si](C)(C)C)C1 8-chloro-7-((2-methyl-1-((2-(trimethylsilyl)ethoxy)methyl)-1H-benzo[d]imidazol-6-yl)oxy)-2-(5-methyl-1H-pyrazol-4-yl)quinoxaline